CON(C(CCCCCCCCCC=CCC=CCCCCC)=O)C N-methoxy-N-methylicosa-11,14-dienamide